(R)-(6-((3,4-difluorophenyl)sulfonyl)-1-(4-fluorophenyl)-4,4a,5,6,7,8-hexahydro-1H-pyrazolo[3,4-g]isoquinolin-4a-yl)(thiazol-4-yl)methanone FC=1C=C(C=CC1F)S(=O)(=O)N1C[C@]2(CC3=C(C=C2CC1)N(N=C3)C3=CC=C(C=C3)F)C(=O)C=3N=CSC3